CN1N=CC(=C1)C1(C=CC(=CN1)C=1C=NNC1)N1CCNCC1 6-(1-methyl-1H-pyrazol-4-yl)-4-(6-(piperazin-1-yl)pyridin-3-yl)pyrazole